tert-butyl 4-[7-fluoro-5-(2-methyl-1,3-benzothiazol-6-yl)indazol-2-yl]piperidine-1-carboxylate FC1=CC(=CC2=CN(N=C12)C1CCN(CC1)C(=O)OC(C)(C)C)C1=CC2=C(N=C(S2)C)C=C1